CN1CCC(=C2C3=C(CCC4=CC=CC=C42)SC=C3)CC1.C(C(C(=O)O)O)C(=O)O The molecule is a malate salt resulting from the reaction of equimolar amounts of pizotifen and malic acid. A sedating antihistamine with strong serotonin antagonist and weak antimuscarinic activity, it is used for the treatment of migraine and the prevention of headache attacks during cluster periods. It has a role as a histamine antagonist, a muscarinic antagonist and a serotonergic antagonist. It contains a pizotifen(1+).